2-hydroxy-2-phenylethyl-2-isopropyl-5,5-dimethylcyclohexane-1-carboxamide OC(CC1(C(CCC(C1)(C)C)C(C)C)C(=O)N)C1=CC=CC=C1